2-(5-{2-[(8-{[(1,1,1,3,3,3-Hexafluoropropan-2-yl)oxy]carbonyl}-1,8-diazaspiro[4.5]decan-1-yl)methyl]-5-(trifluoromethyl)phenyl}-2,5-diazabicyclo[2.2.1]heptan-2-yl)acetic acid FC(C(C(F)(F)F)OC(=O)N1CCC2(CCCN2CC2=C(C=C(C=C2)C(F)(F)F)N2C3CN(C(C2)C3)CC(=O)O)CC1)(F)F